1-(3,4-Difluoro-2-hydroxyphenyl)ethanone FC=1C(=C(C=CC1F)C(C)=O)O